BrC1=CC=C2C=NN(C2=C1C)C 6-bromo-1,7-dimethyl-indazole